4-methyl-1,2,5-oxadiazole-3-carboxylic acid 2,5-dioxopyrrolidin-1-yl ester O=C1N(C(CC1)=O)OC(=O)C1=NON=C1C